BrC1=C(C=CC(=C1)SCC1CCC1)OC 2-Bromo-4-(cyclobutylmethylthio)-1-methoxybenzene